2-[[(butylsulfanyl)-carbonothioyl]sulfanyl]propanoic acid C(CCC)SC(=S)SC(C(=O)O)C